CC1(C=2[C@H](C3=C(O1)C=C(C=C3O)CCCCC)C[C@@H](CC2)C)C (9R,10aR)-8,9,10,10a-tetrahydro-6,6,9-trimethyl-3-pentyl-6H-dibenzo[b,d]pyran-1-ol